tris-(p-methoxyphenyl)phosphine COC1=CC=C(C=C1)P(C1=CC=C(C=C1)OC)C1=CC=C(C=C1)OC